[As+3].[Br-].[Br-].[Br-] bromide arsenic